C([C@@H]1[C@H]([C@@H]([C@H]([C@@H](O1)O[C@@H]2[C@H](O[C@@H]([C@@H]([C@H]2O)O)O[C@@H]3[C@H](OC([C@@H]([C@H]3O)O)O)CO)CO)O)O)O)O The molecule is a glucotriose consisting of beta-D-glucopyranosyl, alpha-D-glucopyranosyl and D-glucopyranoseresidues joined in sequence by two (1->4) glycosidic linkages. It derives from a maltose and an alpha-cellobiose.